6-chloro-2-(1,3,4-oxadiazol-2-yl)-1-ethyl-1H-indole-3-carbaldehyde ClC1=CC=C2C(=C(N(C2=C1)CC)C=1OC=NN1)C=O